CC1=NN=C2C=3NC=C(C3CCCN12)C1=NC(=NC=C1C(F)(F)F)N[C@@H]1CNCCC1 4-{5-methyl-3,4,6,13-tetraazatricyclo[8.3.0.02,6]trideca-1(10),2,4,11-tetraen-11-yl}-N-[(3S)-piperidin-3-yl]-5-(trifluoromethyl)pyrimidin-2-amine